C(C(=O)[O-])(=O)[O-].[Hg+].[Hg+] Mercury(I) oxalate